FC1=C2N(N=C1)C(CC2NCC[C@]2(CCOC1(CCCC1)C2)C2=NC=CC=C2)C(C)C 3-fluoro-6-isopropyl-N-(2-((R)-9-(pyridin-2-yl)-6-oxaspiro[4.5]decan-9-yl)ethyl)-5,6-dihydro-4H-pyrrolo[1,2-b]pyrazol-4-amine